[O-2].[Eu+3].[O-2].[O-2].[Eu+3] europium (III)-oxide